N-Butylsulfamic acid sodium salt [Na+].C(CCC)NS([O-])(=O)=O